2-(3-(benzylamino)-6-methyl-2-phenylimidazo[1,2-a]pyridin-5-yl)phenol C(C1=CC=CC=C1)NC1=C(N=C2N1C(=C(C=C2)C)C2=C(C=CC=C2)O)C2=CC=CC=C2